[C@H]1([C@H](O)[C@@H](O)[C@H](O)[C@H](O1)CO)[C@@]1(OC=2C=C(C=C(C2C(C1)=O)O)O)C1=CC=C(O)C=C1 α-glucosyl-naringenin